IC=1C(=NC=NC1)N(C1=CC(=C(C=C1)OC1=CC2=C(N(C=N2)C)C=C1)C)C 5-iodo-N-methyl-N-(3-methyl-4-((1-methyl-1H-benzimidazol-5-yl)oxy)phenyl)pyrimidin-4-amine